(±)-methyl 4-[3-[(4,5-dichloro-1-methyl-indole-2-carbonyl) amino]-1-(2,2,2-trifluoroethyl)pyrrolidin-3-yl]benzoate ClC1=C2C=C(N(C2=CC=C1Cl)C)C(=O)N[C@@]1(CN(CC1)CC(F)(F)F)C1=CC=C(C(=O)OC)C=C1 |r|